Anthracen-9-yl[4-(4-hydroxyphenyl)-piperazin-1-yl]-methanone C1=CC=CC2=CC3=CC=CC=C3C(=C12)C(=O)N1CCN(CC1)C1=CC=C(C=C1)O